3-[(3S,4R)-4-aminochroman-3-yl]oxy-2,2-dimethyl-propanenitrile N[C@H]1[C@@H](COC2=CC=CC=C12)OCC(C#N)(C)C